BrC1=CC=C(C=C1)C=1N=C(SC1)N(C(C#C)=O)C1=CC(=CC(=C1)Cl)Cl N-[4-(4-bromophenyl)thiazol-2-yl]-N-(3,5-dichlorophenyl)prop-2-ynamide